FC1=C(C=CC(=C1)S(N)(=O)=O)S(=O)(=O)N1CCN(CC1)C(=O)OC(C)(C)C tert-Butyl 4-(2-fluoro-4-sulfamoylphenyl)sulfonylpiperazine-1-carboxylate